NC[C@@H](C)NC(=O)C=1C=NC(=C(C1)C1=NN(C=C1)C)OC1=CC=C(C=C1)C(F)(F)F N-[(2R)-1-Aminopropan-2-yl]-5-(1-methyl-1H-pyrazol-3-yl)-6-[4-(trifluoromethyl)phenoxy]pyridine-3-carboxamide